C(#N)C=1C=C(C=CC1)C=C1C(NC(C(N1)=O)=CC=1N=C(NC1C(C)C)C(CC)C1NCCOC1)=O 3-cyanophenylmethylene-6-((5-isopropyl-1-(3-morpholinyl)propylimidazol-4-yl)methylene)piperazine-2,5-dione